[Cl-].C(CCCCC)N1C=NC=C1 N-hexyl-imidazole chloride